7-Bromo-8-iodo-2,5-dimethyl-[1,2,4]triazolo[1,5-a]pyridine BrC1=C(C=2N(C(=C1)C)N=C(N2)C)I